N1=C(N=C(C2=C1C=NC(=N2)N)N)N pyrimido[5,4-d]Pyrimidine-2,4,6-triamine